CC1=C(C(=CC(=C1)N1CC2=C(CCC1)C=C(C=C2)SC)C)C(C(=O)N)C(C)(C)C (2,6-dimethyl-4-(7-(methylthio)-1,3,4,5-tetrahydro-2H-benzo[c]azepin-2-yl)phenyl)-3,3-dimethylbutyramide